N1CC(C1)C1(CN(CC1)C(=O)OCC1=CC=CC=C1)OC benzyl 3-(azetidin-3-yl)-3-methoxy-pyrrolidine-1-carboxylate